(Ra)-4-(4-((1r,5S)-3,8-diazabicyclo[3.2.1]oct-3-yl)-2-(((S)-1,3-dimethyl-4-methylenepiperidin-3-yl)methoxy)-6,8-difluoroquinazolin-7-yl)-5-ethynyl-6-fluoronaphthalen-2-ol [C@H]12CN(C[C@H](CC1)N2)C2=NC(=NC1=C(C(=C(C=C21)F)C2=CC(=CC1=CC=C(C(=C21)C#C)F)O)F)OC[C@@]2(CN(CCC2=C)C)C